FC=1C=C(C=C(C1F)F)C=1N=NN(C1)[C@@H]1[C@H]([C@@H](SC=2C(=NC=C(C2)Cl)Br)O[C@@H]([C@@H]1O)CO)O 2-Bromo-5-chloropyridin-3-yl 3-deoxy-3-[4-(3,4,5-trifluorophenyl)-1H-1,2,3-triazol-1-yl]-1-thio-α-D-galactopyranoside